2-chlorophenyl isocyanate ClC1=C(C=CC=C1)N=C=O